3-amino-2-hydroxy-N-(1-(m-tolyl)-1H-indazol-6-yl)propionamide hydrochloride Cl.NCC(C(=O)NC1=CC=C2C=NN(C2=C1)C=1C=C(C=CC1)C)O